[C@H]12CN(C[C@H](CC1)N2)C2=CC(=NC1=C(C(=NC=C21)C2=CC(=CC1=CC=C(C(=C21)C#C)F)O)F)C#C[C@]21CCCN1C[C@@H](C2)F 4-(4-((1R,5S)-3,8-diazabicyclo[3.2.1]octan-3-yl)-8-fluoro-2-(((2R,7aS)-2-fluorotetrahydro-1H-pyrrolizin-7a(5H)-yl)ethynyl)-1,6-naphthyridin-7-yl)-5-ethynyl-6-fluoronaphthalen-2-ol